COCCOCCOCCC(C)C diethylene glycol isopentyl methyl ether